[Cl-].ClC=1C=C(C=C(C1)F)CC(=O)NC1CC(C1)[NH3+] (1r,3r)-3-(2-(3-chloro-5-fluorophenyl)acetamido)cyclobutan-1-aminium chloride